Phenyl-(S)-3-(naphthalen-2-yl)-3,4-dihydropyridine-1(2H)-carboxylate C1(=CC=CC=C1)OC(=O)N1C[C@@H](CC=C1)C1=CC2=CC=CC=C2C=C1